N1,N3-diisopropyl-4-methylcyclohexane-1,3-diamine C(C)(C)NC1CC(C(CC1)C)NC(C)C